C(C1=CC=CC=C1)OC(=O)N1CCN(CC1)C1CCC(CC1)N1N=C(C=2C1=NC=NC2N)C2=CC=C(C=C2)OC2=CC=CC=C2 4-(4-(4-amino-3-(4-phenoxyphenyl)-1H-pyrazolo[3,4-d]pyrimidin-1-yl)cyclohexyl)piperazine-1-carboxylic acid benzyl ester